ClC=1C=CC(=NC1)C=1N=C2N(C=CC=C2)C1CN1C2CN(C(C1)CC2)C(=O)OC(C)(C)C tert-butyl 5-{[2-(5-chloropyridin-2-yl) imidazo[1,2-a]pyridin-3-yl] methyl}-2,5-diazabicyclo[2.2.2]octane-2-carboxylate